FC1=C(C=CC(=C1)F)C1=NC(=CN2C1=NC(=C(C2=O)C)C)[C@@H]2C[C@@H](OCC2)C2=CC(=NC=C2)C(F)(F)F 9-(2,4-difluorophenyl)-2,3-dimethyl-7-((2R,4S)-2-(2-(trifluoromethyl)pyridin-4-yl)tetrahydro-2H-pyran-4-yl)-4H-pyrazino[1,2-a]pyrimidin-4-one